2-(4-amino-3-(5-cyclopropylisoxazol-3-yl)-1H-pyrazolo[3,4-d]pyrimidin-1-yl)-2-methylpropane-1,3-diol NC1=C2C(=NC=N1)N(N=C2C2=NOC(=C2)C2CC2)C(CO)(CO)C